C(C)C=1C(C(OC1)=O)CC diethyl-furanone